C(C)C=1C=NC(=NC1)N1CCN(CC1)C=1SC2=NC(=CC=C2N1)OC1=CC=C(C=C1)S(=O)(=O)C 2-(4-(5-ethylpyrimidin-2-yl)piperazin-1-yl)-5-(4-(methylsulfonyl)phenoxy)thiazolo[5,4-b]pyridin